N-(4'-((2-(1,1-difluoroethyl)-6-methylpyrimidin-4-yl)amino)-6-(morpholinomethyl)-[2,3'-bipyridin]-6'-yl)acetamide FC(C)(F)C1=NC(=CC(=N1)NC1=C(C=NC(=C1)NC(C)=O)C1=NC(=CC=C1)CN1CCOCC1)C